6-chloro-1-[(2R,3S)-3-[(ethanesulfonyl)methyl]-2-methylazetidin-1-yl]-4-(propan-2-yl)-2,7-naphthyridine ClC=1C=C2C(=CN=C(C2=CN1)N1[C@@H]([C@H](C1)CS(=O)(=O)CC)C)C(C)C